ClC=1C=C(N)C=C(C1OC)Cl 3,5-dichloro-4-methoxyaniline